mercaptoethanol phosphate CC(OP(=O)(O)O)S